S1C(=CC=C1)\C=N\N=C\C=1SC=CN1 (E)-((((E)-thiophen-2-ylmethylene)hydrazono)methyl)thiazole